CC1=CC2=C(C(=NO2)N2C(NC(CC2)=O)=O)C=C1 1-(6-methylbenzo[d]isoxazol-3-yl)-dihydropyrimidine-2,4(1H,3H)-dione